C(\C=C\C1=CC=C(C=C1)O)(=O)C(N(C(\C=C/C1=CC=C(C=C1)O)=O)C(\C=C\C1=CC=C(C=C1)O)=O)CCCNCCCN cis-tris-p-coumaroyl-spermidine